4-(4-fluorophenyl)-6-hexylquinolin FC1=CC=C(C=C1)C1=CC=NC2=CC=C(C=C12)CCCCCC